C(C1=CC=CC=C1)NC(C1=CC(=C(C(=C1)C)Br)C)=O N-benzyl-4-bromo-3,5-dimethylbenzamide